cyano-3-fluoro-2-((2-fluoro-4-(trimethylsilyl)phenyl)amino)benzoic acid C(#N)C1=C(C(=C(C(=O)O)C=C1)NC1=C(C=C(C=C1)[Si](C)(C)C)F)F